Acetylaminogalactose (1S,4S)-5-{6-bromo-7-chloro-8-fluoro-2-[(oxan-4-yl)oxy]quinazolin-4-yl}-2,5-diazabicyclo[2.2.1]heptane-2-carboxylate BrC=1C=C2C(=NC(=NC2=C(C1Cl)F)OC1CCOCC1)[C@@]12N(C[C@@H](NC1)C2)C(=O)O[C@@H]([C@@H]([C@@H]([C@H](C(=O)NC(C)=O)O)O)O)CO